C(CCCCCCCCCCC)(=O)C(O)(C[N+](C)(C)C)CC([O-])=O lauroyl-carnitine